C1=CC=CC=2C3=CC=CC=C3N(C12)C=1C=C(N)C=CC1 3-(9H-carbazol-9-yl)aniline